FC1=C(C=CC(=C1)F)C=1C=NC=2N(N1)C=C(N2)COC2=CC=CC=C2 2-(2,4-Difluorophenyl)-6-(phenoxymethyl)imidazo[1,2-b][1,2,4]triazine